tributyl({[4-(trifluoromethyl)phenyl]methoxy}methyl)stannane cerium trifluorophenylacetate FC1=C(C(=C(C=C1)CC(=O)[O-])F)F.[Ce+3].C(CCC)[Sn](COCC1=CC=C(C=C1)C(F)(F)F)(CCCC)CCCC.FC1=C(C(=C(C=C1)CC(=O)[O-])F)F.FC1=C(C(=C(C=C1)CC(=O)[O-])F)F